5-(4-chlorophenyl)-4-(1H-indol-2-yl)-N-methoxy-2-carbonyl-2,5-dihydrofuran-3-carboxamide ClC1=CC=C(C=C1)C1C(=C(C(O1)=C=O)C(=O)NOC)C=1NC2=CC=CC=C2C1